2'-chloro-5'-methoxy-N-{5-[(4-methoxyphenyl)carbamoyl]-1,3,4-thiadiazol-2-yl}-6-methyl-[4,4'-bipyridine]-3-carboxamide ClC1=NC=C(C(=C1)C1=C(C=NC(=C1)C)C(=O)NC=1SC(=NN1)C(NC1=CC=C(C=C1)OC)=O)OC